1-(5-(((1r,4r)-5-(2,3-dichlorophenyl)-2,5-diazabicyclo[2.2.1]heptan-2-yl)methyl)-1-oxoisoindolin-2-yl)dihydropyrimidine-2,4(1h,3h)-dione ClC1=C(C=CC=C1Cl)N1[C@H]2CN([C@@H](C1)C2)CC=2C=C1CN(C(C1=CC2)=O)N2C(NC(CC2)=O)=O